C(C)(C)N1N=CC=C1C=1OC=2C(=NC=CC2N1)CC1=CC=C(C=C1)C=1N(C=C(N1)C(F)(F)F)C 2-(1-isopropyl-1H-pyrazol-5-yl)-4-(4-(1-methyl-4-(trifluoromethyl)-1H-imidazol-2-yl)benzyl)oxazolo[5,4-c]pyridine